ClC1=CC2=C(N(C(C(N2C)=O)=O)C2C[C@H]3CC[C@@H](C2)N3C3=NC=C(C=N3)CN(C)C)N=C1 7-chloro-4-((1R,3s,5S)-8-(5-((dimethylamino)methyl)pyrimidin-2-yl)-8-azabicyclo[3.2.1]octan-3-yl)-1-methyl-1,4-dihydropyrido[2,3-b]pyrazine-2,3-dione